FC=1C(=CC(=NC1)OC)C1=CC(=NN1)C(=O)N1C2(CC2)C[C@H](CC1)NC(=O)C1CCC(CC1)(C(F)(F)F)O (1R,4S)-N-((S)-4-(5-(5-fluoro-2-methoxypyridin-4-yl)-1H-pyrazole-3-carbonyl)-4-azaspiro[2.5]oct-7-yl)-4-hydroxy-4-(trifluoromethyl)cyclohexane-1-carboxamide